5-Bromo-2-fluoro-4-methoxyphenol BrC=1C(=CC(=C(C1)O)F)OC